BrC=1C=C(C=C2C(N(C(=NC12)N1CC2=CC=CC=C2C1)C1CCOCC1)=O)C 8-Bromo-2-(isoindolin-2-yl)-6-methyl-3-(tetrahydro-2H-pyran-4-yl)quinazolin-4(3H)-one